CC1CCC(CC1)CCCCCCCCC 1-Methyl-4-nonylcyclohexan